N1=CN=CC2=C1C(NC2)=O 5H-pyrrolo[3,4-d]pyrimidin-7(6H)-one